N-Ethyl-5-fluoro-2-((4-(((4-fluoropiperidin-4-yl)methyl)amino)pyrimidin-5-yl)oxy)-N-isoPropylbenzamide C(C)N(C(C1=C(C=CC(=C1)F)OC=1C(=NC=NC1)NCC1(CCNCC1)F)=O)C(C)C